NCC=1C=C(C=CC1)C=1C(=NC(=C(N1)C)C1=CC2=C(N(C=N2)C)C=C1)CO (3-(3-(aminomethyl)phenyl)-5-methyl-6-(1-methyl-1H-benzo[d]imidazol-5-yl)pyrazin-2-yl)methanol